2-Allyl-6-(tert-butyl)-4-(4,4-difluoropiperidin-1-yl)phenol C(C=C)C1=C(C(=CC(=C1)N1CCC(CC1)(F)F)C(C)(C)C)O